O1CCCOC2=C1C=CC=C2 3,4-dihydro-2H-1,5-benzodioxepin